indazole-4,7-diamine N1N=CC=2C(=CC=C(C12)N)N